tert-butyl 4-[2-[[5-[[[5-(3,3-difluoro-1-piperidyl)-3-ethyl-pyrazolo[1,5-a]pyrimidin-7-yl]amino]methyl]-2-pyridyl]oxy]ethoxy]piperidine-1-carboxylate FC1(CN(CCC1)C1=NC=2N(C(=C1)NCC=1C=CC(=NC1)OCCOC1CCN(CC1)C(=O)OC(C)(C)C)N=CC2CC)F